2-Amino-N-{1-[8-chloro-5-(3,3-difluoropiperidin-1-yl)imidazo[1,5-a]pyridin-6-yl]ethyl}pyrazolo[1,5-a]-pyrimidine-3-carboxamide bistrifluoroacetate FC(C(=O)O)(F)F.FC(C(=O)O)(F)F.NC1=NN2C(N=CC=C2)=C1C(=O)NC(C)C=1C=C(C=2N(C1N1CC(CCC1)(F)F)C=NC2)Cl